PYRIDO-PYRIMIDINE N1=CN=CC2=C1C=CC=N2